ethyl 1-{3-[(3,5-difluorophenyl)methoxy]-5-hydroxypyridin-2-yl}pyrazole-4-carboxylate FC=1C=C(C=C(C1)F)COC=1C(=NC=C(C1)O)N1N=CC(=C1)C(=O)OCC